tert-butyl 3-(2-(((S)-1-(3-(3-methoxy-3-oxopropoxy) propyl) pyrrolidin-2-yl) methoxy)-5,6,7,8-tetrahydropyrido[3,4-d]pyrimidin-4-yl)-3,8-diazabicyclo[3.2.1]octane-8-carboxylate COC(CCOCCCN1[C@@H](CCC1)COC=1N=C(C2=C(N1)CNCC2)N2CC1CCC(C2)N1C(=O)OC(C)(C)C)=O